(dibenzofuranylphenyl)(biphenylyl)(diphenyl-fluorenyl)amine C1(=CC=CC=2OC3=C(C21)C=CC=C3)C3=C(C=CC=C3)N(C3=C(C(=CC=2C1=CC=CC=C1CC32)C3=CC=CC=C3)C3=CC=CC=C3)C3=C(C=CC=C3)C3=CC=CC=C3